ClC1=CC(=C(C=C1)CC(=O)O)F 2-(4-chloro-2-fluorophenyl)acetic acid